FC1=CC=C(C=C1)C=1N=C(N2C1C1=CC(=C(C=C1CC2)OC)C=2N=NN(N2)C)C(=O)N2[C@@](CCC2)([C@H](C(F)(F)F)O)C (1-(4-fluorophenyl)-8-methoxy-9-(2-methyl-2H-tetrazol-5-yl)-5,6-dihydroimidazo[5,1-a]isoquinolin-3-yl)((S)-2-methyl-2-((R)-2,2,2-trifluoro-1-hydroxyethyl)pyrrolidin-1-yl)methanone